C1(CC1)C1=CC(=NN1)NC(CC=1C=NN(C1)C1=NC=CC=C1)=O N-(5-cyclopropyl-1H-pyrazol-3-yl)-2-[1-(pyridin-2-yl)-1H-pyrazol-4-yl]acetamide